BrCC=1C=C2C=NC(C2=CC1)=O 5-(bromomethyl)-1-oxoisoindole